Cl.NC(=O)[C@H](O)[C@@H](O)[C@@H](O)[C@H](O)CO Aminogalactose hydrochloride